Dimethylcyclopentadienyl-platinum C[Pt](C1C=CC=C1)C